3-({2-fluoro-3-[(methylsulfamoyl)amino]phenyl}methyl)-4,4-dimethyl-7-(1,3-oxazol-2-yloxy)-3,4-dihydro-2H-1,3-benzoxazin-2-one FC1=C(C=CC=C1NS(NC)(=O)=O)CN1C(OC2=C(C1(C)C)C=CC(=C2)OC=2OC=CN2)=O